ClC1=CC(=C(C(=N1)C(=O)O)[N+](=O)[O-])OC 6-chloro-4-methoxy-3-nitro-pyridine-2-carboxylic acid